tert-butyl N-[2-[1-(7-cyano-1H-indol-2-yl)-N-(cyclopropylmethyl)formamido]ethyl]carbamate C(#N)C=1C=CC=C2C=C(NC12)C(=O)N(CC1CC1)CCNC(OC(C)(C)C)=O